3-(4,4-difluoro-3-methylpiperidin-1-yl)-6,7-difluoroquinoxaline-2-carboxylic acid ethyl ester C(C)OC(=O)C1=NC2=CC(=C(C=C2N=C1N1CC(C(CC1)(F)F)C)F)F